C(C)/C(=C(/C(=O)O)\CC)/C(=O)O.C(C)/C(=C(/C(=O)O)\CC)/C(=O)O.C(C)S(=O)(=O)N1C[C@@H](OCC1)CC1=C(N=C2N1C=CC(=C2)C)C2=C(C=C(C=C2F)N2C(CCC2)=O)F (S)-1-(4-(3-((4-(ethylsulfonyl)morpholin-2-yl)methyl)-7-methylimidazo[1,2-a]pyridin-2-yl)-3,5-difluorophenyl)pyrrolidin-2-one diethyl-maleate (DIETHYLMALEATE)